C(C)OCCOCCN 2-(2-ethoxyethoxy)ethan-1-amine